C(\C=C/C=C\C=C/C=C\C=C/C=C\CCCCCCCCC)(=O)O z,7z,10z,13z,16z,19z-docosahexaenoic acid